NC1=NC=2C=C(C(=CC2C2=C1C=NN2C)C(=O)N([C@@H]2CCOCC1=NC(=CC=C12)C(F)(F)F)C)C 4-amino-N,1,7-trimethyl-N-((5R)-2-(trifluoromethyl)-5,6,7,9-tetrahydrooxepino[3,4-b]pyridin-5-yl)-1H-pyrazolo[4,3-c]quinoline-8-carboxamide